C(CCCCC)(=O)C(CO)O caproyl-ethylene glycol